N-(3-(dimethylamino)-2-(7H-pyrrolo[2,3-d]pyrimidin-4-yl)allyl)-N-methyl-methylamine hydrochloride Cl.CN(C=C(CN(C)C)C=1C2=C(N=CN1)NC=C2)C